C(C)[C@]1(C(OCC=2C(N3CC=4C(=NC=5C=C6C(=C7C5C4C(CC7)NC(C)=O)OCO6)C3=CC21)=O)=O)O N-((10S)-10-ethyl-10-hydroxy-11,14-dioxo-2,3,10,11,14,16-hexahydro-1H,13H-benzo[de][1,3]dioxolo[4,5-g]pyrano[3',4':6,7]indolizino[1,2-b]quinolin-1-yl)acetamide